C1CCC2=C(C=CC=C12)[C@H]([C@@H](C=1OC(NN1)=O)NS(=O)(=O)C1=C(C(=C(C=C1)OC)C(C)(C)O)OC)C N-((1S,2R)-2-(2,3-dihydro-1H-inden-4-yl)-1-(5-oxo-4,5-dihydro-1,3,4-oxadiazol-2-yl)propyl)-3-(2-hydroxypropan-2-yl)-2,4-dimethoxybenzenesulfonamide